C(C1=CC=CC=C1)N1N=CC(=C1C)C(CN1C(C=C(C=C1)C#C)=O)=O 1-(2-(1-benzyl-5-methyl-1H-pyrazol-4-yl)-2-oxoethyl)-4-ethynylpyridin-2(1H)-one